3,5-Dimethoxy-4-methyl-benzoic acid N-(1-ethyl-2,2-dimethyl-propyl)-N'-(2-ethyl-3-methoxy-benzoyl)-hydrazide C(C)C(C(C)(C)C)N(NC(C1=C(C(=CC=C1)OC)CC)=O)C(C1=CC(=C(C(=C1)OC)C)OC)=O